chloromethyl nonyl carbonate C(OCCl)(OCCCCCCCCC)=O